OCC1(CC1)C#N 1-(hydroxymethyl)cyclopropane-1-carbonitrile